7-((3-(difluoromethyl)-6-ethylpyridin-2-yl)oxy)-2-azaspiro[3.5]Nonane-2-carboxylic acid FC(C=1C(=NC(=CC1)CC)OC1CCC2(CN(C2)C(=O)O)CC1)F